(Z)-4-(2-(3-bromo-2-methylphenyl)-1-fluorovinyl)-3-chloro-6-ethoxy-2-fluorobenzaldehyde BrC=1C(=C(C=CC1)\C=C(/F)\C1=C(C(=C(C=O)C(=C1)OCC)F)Cl)C